4-(1-fluoro-1-((1-methyl-3-(trifluoro-methyl)-1H-pyrazol-4-yl)sulfonyl)ethyl)-N-(6-methyl-pyridin-3-yl)piperidine-1-carboxamide FC(C)(S(=O)(=O)C=1C(=NN(C1)C)C(F)(F)F)C1CCN(CC1)C(=O)NC=1C=NC(=CC1)C